tert-Butyl N-[3-cyano-4-(3-ethylsulfonyl-5-fluoro-7,9-dihydrofuro[3,4-f]quinazolin-6-yl)-7-fluoro-thieno[3,2-c]pyridin-2-yl]carbamate C(#N)C1=C(SC2=C1C(=NC=C2F)C=2C1=C(C=3C=NC(=NC3C2F)S(=O)(=O)CC)COC1)NC(OC(C)(C)C)=O